N(C(=O)N)C1=NC(NC=C1)=O Ureidopyrimidone